C(CCCCCCC)C1(C2=CC=CC=C2C=2C=CC=CC12)CCCCCCCC 9,9-dioctyl-9H-fluorene